1,5-dimethyl-2-phenyl-3-pyrazolone CN1N(C(=O)C=C1C)C1=CC=CC=C1